BrC1=CC(=CC(=N1)C(=O)NC1CCC(CC1)OCCOC)Cl 6-bromo-4-chloro-N-((1r,4r)-4-(2-methoxyethoxy)cyclohexyl)pyridinecarboxamide